8-(4-(difluoromethyl)phenyl)-9-(4-((1-(3-fluoropropyl)azetidin-3-yl)methyl)phenyl)-6,7-dihydro-5H-benzo[7]annulene-3-carboxylic acid hydrochloride Cl.FC(C1=CC=C(C=C1)C=1CCCC2=C(C1C1=CC=C(C=C1)CC1CN(C1)CCCF)C=CC(=C2)C(=O)O)F